[6-bromo-2-chloro-3-(trifluoromethyl)phenyl]-(3-chloro-6-methoxy-2-pyridyl)methanol BrC1=CC=C(C(=C1C(O)C1=NC(=CC=C1Cl)OC)Cl)C(F)(F)F